m-phenylene-bis-(4,4'-dimethyl-2-oxazoline) C1(=CC(=CC=C1)C=1OCC(N1)(C)C)C=1OCC(N1)(C)C